4-[(4-cyclohexylphenyl)amino]-6-(propan-2-yl)-2-(1,3-thiazol-5-yl)-5,6-dihydro-7H-pyrrolo[3,4-d]pyrimidin-7-one C1(CCCCC1)C1=CC=C(C=C1)NC=1C2=C(N=C(N1)C1=CN=CS1)C(N(C2)C(C)C)=O